NC=1N=CC2=C(N1)N=CC(=C2)C=2C(=C(C=CC2F)NS(=O)(=O)C=2C(=NC=C(C2)Cl)OC)F N-[3-(2-aminopyrido[2,3-d]pyrimidin-6-yl)-2,4-difluorophenyl]-5-chloro-2-methoxypyridine-3-sulfonamide